FC(C=1C=C(CC2C[C@H](NC2)C(=O)O)C=CC1)(F)F gamma-(3-trifluoromethyl-benzyl)-proline